N(=NC(C(=O)O)(C)C)C(C(=O)O)(C)C.CO.CO dimethanol 2,2'-azobis(2-methylpropionate)